7-(4-bromo-3-chloro-benzoyl)-2-cyclopropyl-3-oxo-N-[rac-(1S)-1-phenylethyl]-6,8-dihydro-5H-imidazo[1,5-a]pyrazine-1-carboxamide BrC1=C(C=C(C(=O)N2CC=3N(CC2)C(N(C3C(=O)N[C@@H](C)C3=CC=CC=C3)C3CC3)=O)C=C1)Cl |r|